5-Methoxyindoleacetic acid COC1=CC2=C(C=C1)NC=C2CC(=O)O